C1(CC1)C1=NC(=CC(=N1)C(=O)NC1=CC(=CC=C1)C1(COC1)CC1=NN=CN1C)N1CC(C1)C(F)F 2-cyclopropyl-6-(3-(difluoromethyl)azetidin-1-yl)-N-(3-(3-((4-methyl-4H-1,2,4-triazol-3-yl)methyl)oxetan-3-yl)phenyl)pyrimidine-4-carboxamide